3-({[(1R)-6-[methyl-(pyridin-3-yl)amino]-1,2,3,4-tetrahydronaphthalen-1-yl]methyl}amino)pyridine-4-carboxylic acid methyl ester COC(=O)C1=C(C=NC=C1)NC[C@@H]1CCCC2=CC(=CC=C12)N(C=1C=NC=CC1)C